3-(2-chlorophenoxy)-2,2-dimethyl-N-((3S,4S)-3-methylpiperidin-4-yl)propanamide trifluoroacetate FC(C(=O)O)(F)F.ClC1=C(OCC(C(=O)N[C@@H]2[C@H](CNCC2)C)(C)C)C=CC=C1